F[C@H]1[C@@H](CNCC1)NC(OC(C)(C)C)=O tert-butyl N-[(3R,4R)-4-fluoro-3-piperidyl]carbamate